CC=1C=C2C(=CC(OC2=CC1)C1=CC=CC=C1)C1=CC=CC=C1 6-methyl-2,4-diphenyl-2H-chromene